N-(2-(2-aminoethoxy)ethyl)-4-((3-(2,3-difluoro-4-methoxy-phenyl)imidazo[1,2-a]pyrazin-8-yl)amino)-2,6-difluoro-benzamide NCCOCCNC(C1=C(C=C(C=C1F)NC=1C=2N(C=CN1)C(=CN2)C2=C(C(=C(C=C2)OC)F)F)F)=O